(E)-prop-1-enylbenzene C(=C\C)/C1=CC=CC=C1